tert-butyl [1-[{(dimethylamino)methylene}amino]1-oxopropan-2-yl]carbamate CN(C)C=NC(C(C)NC(OC(C)(C)C)=O)=O